C(C1=CC=CC=C1)OC1CN(CCC1)C=1SC=2C(=NC(=C(C2)NC(=O)C=2N=C(OC2)C2=CC(=NC=C2)C)N2CCC(CC2)O)N1 N-(2-(3-(benzyloxy)piperidin-1-yl)-5-(4-hydroxypiperidin-1-yl)thiazolo[4,5-b]pyridin-6-yl)-2-(2-methylpyridin-4-yl)oxazole-4-carboxamide